FC(C(CCO)OC)(F)F 4,4,4-trifluoro-3-methoxybutan-1-ol